3-(6,8-dihydro-5H-imidazo[2,1-c][1,4]oxazin-2-yl)-4-Fluoro-N-(4-methoxybenzyl)-N-methylbenzenesulfonamide N=1C(=CN2C1COCC2)C=2C=C(C=CC2F)S(=O)(=O)N(C)CC2=CC=C(C=C2)OC